N1=C(C=CC=C1)N1C2=CC=CC=C2OC=2C=CC=CC12 10-(pyridin-2-yl)-10H-phenoxazine